COC=1C(=CC=NC1)C1=CC(=NC=C1C(=O)[O-])N1C(C=CC=C1)=O 5''-methoxy-2-oxo-2H-[1,2':4',4''-terpyridine]-5'-carboxylate